6-amino-N-(6-(2-chlorophenyl)-5-methylpyridin-2-yl)pyridine-2-sulfonamide hydrochloride Cl.NC1=CC=CC(=N1)S(=O)(=O)NC1=NC(=C(C=C1)C)C1=C(C=CC=C1)Cl